3-(4-nitro-1-((2-(trimethylsilyl)ethoxy)methyl)-1H-pyrazol-3-yl)pyrazolo[1,5-a]pyridine [N+](=O)([O-])C=1C(=NN(C1)COCC[Si](C)(C)C)C=1C=NN2C1C=CC=C2